C(C)(C)(C)OC(=O)N1[C@H]2CC(C[C@@H]1CC2)N(C=2C1=CN(N=C1C(=CC2)C(=O)O)CC)C 4-(((1R,5S)-8-(tert-butoxycarbonyl)-8-azabicyclo[3.2.1]octan-3-yl)(methyl)amino)-2-ethyl-2H-indazole-7-carboxylic acid